(S)-N-((R)-1-(4-(4H-1,2,4-triazol-3-yl)thiophen-2-yl)ethyl)-7-((9,9-difluoro-9H-fluorene-3-carbonyl)glycyl)-1,4-dioxa-7-azaspiro[4.4]nonane-8-carboxamide N=1N=C(NC1)C=1C=C(SC1)[C@@H](C)NC(=O)[C@H]1N(CC2(OCCO2)C1)C(CNC(=O)C=1C=CC=2C(C3=CC=CC=C3C2C1)(F)F)=O